(4-(benzyloxy)-2,6-dichloro-3-fluorophenyl)methanol methyl-3-((2S,3R)-3-((2-oxabicyclo[2.2.2]octan-4-yl)methoxy)-2-aminobutanamido)propanoate CC(C(=O)OCC1=C(C(=C(C=C1Cl)OCC1=CC=CC=C1)F)Cl)CNC([C@H]([C@@H](C)OCC12COC(CC1)CC2)N)=O